tert-butyl (S)-3-(methyl(quinolin-5-yl)amino)pyrrolidine-1-carboxylate CN([C@@H]1CN(CC1)C(=O)OC(C)(C)C)C1=C2C=CC=NC2=CC=C1